C(C1=CC=CC=C1)OC=1C(=C2CCC(OC2=C(C1C)C)(C(=O)OC)C)C methyl 6-(benzyloxy)-2,5,7,8-tetramethylchromane-2-carboxylate